ClC1=C(C(=NC=N1)[C@@H](C)OC1=CC=C(C=C1)C(C)(C)C1=CC=C(OC2CC(C2)NC(OC(C)(C)C)=O)C=C1)F tert-butyl ((1r,3r)-3-(4-(2-(4-(1-(6-chloro-5-fluoropyrimidin-4-yl)ethoxy)phenyl)propan-2-yl)phenoxy)cyclobutyl)carbamate